nickel-copper nickel [Ni].[Cu].[Ni]